NC=1C=C(C(=CC1)O)C=1NC2=C(N1)C=1C=CC=3C=CC=CC3C1C=C2 2-(3-amino-6-hydroxyphenyl)phenanthroimidazole